CC=1C(=C(C=C(C1)C(F)(F)F)O)C=1N=NC(=CC1)N1[C@@H]2[C@H](OCC1)CCN(C2)C 3-methyl-2-[6-[(4aS,8aR)-6-methyl-3,4a,5,7,8,8a-hexahydro-2H-pyrido[4,3-b][1,4]oxazin-4-yl]pyridazin-3-yl]-5-(trifluoromethyl)phenol